6-(2-ethynylpyrimidin-5-yl)-7-methyl-5-(4-((4-methylpyrimidin-2-yl)oxy)phenyl)-7H-pyrrolo[2,3-d]pyrimidin-4-amine C(#C)C1=NC=C(C=N1)C1=C(C2=C(N=CN=C2N)N1C)C1=CC=C(C=C1)OC1=NC=CC(=N1)C